C(C)SC1=NN2C(N=CC=C2C)=C1C1=NC=C(N=C1)OCC(C(F)(F)F)(F)F 2-(ethylthio)-7-methyl-3-(5-(2,2,3,3,3-pentafluoropropoxy)pyrazin-2-yl)pyrazolo[1,5-a]pyrimidine